[Pd+2].ClC1=C([C-](C=C1)P(C1=CC=CC=C1)C1=CC=CC=C1)Cl.[C-]1(C=CC=C1)P(C1=CC=CC=C1)C1=CC=CC=C1.[Fe+2] Dichloro(1,1'-bis(diphenylphosphanyl)ferrocene) palladium(II)